ClC=1C=2C(N=C3N(C2C=CC1)C1=CC(=CC=C1C31CCCCC1)C1CCN(CC1)C(=O)C1CCN(CC1)C(=O)OC(C)(C)C)=O tert-butyl 4-(4-(4'-chloro-5'-oxo-5'H-spiro[cyclohexane-1,7'-indolo[1,2-a]quinazolin]-10'-yl)piperidine-1-carbonyl)piperidine-1-carboxylate